2-(3-bromo-5-(bromomethyl)phenyl)ethane-1-ol BrC=1C=C(C=C(C1)CBr)CCO